1,4-diazabicyclo[3.2.2]nonan-4-yl(3-(3-chloro-4-methoxyphenyl)-4,5-dihydropyrano[3,4-c]pyrazol-1(7H)-yl)methanone N12CCN(C(CC1)CC2)C(=O)N2N=C(C1=C2COCC1)C1=CC(=C(C=C1)OC)Cl